C1(CC1)C1=C(C(=NO1)C1=C(C=CC=C1Cl)Cl)CO[C@H]1[C@@H]2CN([C@H](C1)C2)C2=NOC(=C2)C(=O)O 3-[(1S,4S,5R)-5-[[5-cyclopropyl-3-(2,6-dichlorophenyl)-1,2-oxazol-4-yl]methoxy]-2-azabicyclo[2.2.1]heptan-2-yl]-1,2-oxazole-5-carboxylic acid